2,6-dichloro-4-(trifluoromethyl)benzoic acid ClC1=C(C(=O)O)C(=CC(=C1)C(F)(F)F)Cl